6-bromo-1-methyl-1H-indazole-3-amine BrC1=CC=C2C(=NN(C2=C1)C)N